N=1N=CN2C1C=NC(=C2)C=2C(=CC(=NC2)NC(C)=O)NC2=NC(=NC(=C2)C)C(C)(C)F N-(5-([1,2,4]triazolo[4,3-a]pyrazin-6-yl)-4-((2-(2-fluoroprop-2-yl)-6-methylpyrimidin-4-yl)amino)pyridin-2-yl)acetamide